[4,4-diethyl-1-[[3-fluoro-5-[[(1R,2R)-2-hydroxyindan-1-yl]carbamoyl]phenyl]methyl]-6-oxo-hexahydropyrimidin-2-ylidene]ammonium C(C)C1(NC(N(C(C1)=O)CC1=CC(=CC(=C1)C(N[C@H]1[C@@H](CC2=CC=CC=C12)O)=O)F)=[NH2+])CC